5-chloro-2-(2-chloro-4-pyridinyl)-4-tetrahydropyran-4-yl-1H-pyrimidin-6-one ClC1=C(N=C(NC1=O)C1=CC(=NC=C1)Cl)C1CCOCC1